C1(CC1)COC=1C=C(C=CC1OC)C1=CC(=C(C(=C1)F)OCCCC(=O)O)F 4-(3'-cyclopropylmethoxy-3,5-difluoro-4'-methoxy-biphenyl-4-yloxy)-butyric acid